ClC=1N(C(C=2N(C=NC2N1)C)=O)CC1=NC(=NO1)[C@@H]1CO[C@H](C1)C1=CC=C(C=C1)Cl 2-Chloro-1-((3-((3R,5R)-5-(4-Chlorophenyl)-Tetrahydrofuran-3-Yl)-1,2,4-Oxadiazol-5-Yl)Methyl)-7-Methyl-1H-Purin-6(7H)-One